FC1=C(C=C(C=C1)N1C(=NN=C1)C=1C=C(C=2N(C1)C(=CN2)C=2C=CC(=NC2)NC(OC)=O)C)OC methyl N-[5-[6-[4-(4-fluoro-3-methoxy-phenyl)-1,2,4-triazol-3-yl]-8-methyl-imidazo[1,2-a]pyridin-3-yl]-2-pyridyl]carbamate